C(C1=CC=CC=C1)O[C@H]1CN(C[C@H](C1OCC1=CC=CC=C1)OCC1=CC=CC=C1)CC1CCC(CC1)C(F)(F)F (3S,4R,5R)-3,4,5-tris(benzyloxy)-1-(((1s,4S)-4-(trifluoromethyl)cyclohexyl)methyl)piperidine